ClC1=CC=C2C(=N1)N=C(O2)N2CCN(CC2)C(=O)C2=NC(=C(N=C2)OCC2(CC2)C(F)(F)F)C [4-(5-chlorooxazolo[4,5-b]pyridin-2-yl)piperazin-1-yl]-[6-methyl-5-[[1-(trifluoromethyl)cyclopropyl]methoxy]pyrazin-2-yl]methanone